C(C)OC1CC(C1)NC(=O)C1=NC=CC(=N1)C1=CN=CN1C N-((1r,3r)-3-ethoxycyclobutyl)-4-(1-methyl-1H-imidazol-5-yl)pyrimidine-2-carboxamide